6-(6-(((1R,2R,3S,5S)-2-fluoro-9-azabicyclo[3.3.1]nonan-3-yl)oxy)pyridazin-3-yl)-7-hydroxy-2-methylisoquinolin-1(2H)-one F[C@@H]1[C@H]2CCC[C@@H](C[C@@H]1OC1=CC=C(N=N1)C=1C=C3C=CN(C(C3=CC1O)=O)C)N2